methyl-7,3-dihydro-2H-1,5-benzodioxepin-3-one CC1C(COC2=C(O1)C=CCC2)=O